N-(3-(2'-acetamido-6-(2-((tert-butyldiphenylsilyl)oxy)ethoxy)-[2,4'-bipyridin]-4-yl)-4-methylphenyl)-2-(trifluoromethyl)isonicotinamide C(C)(=O)NC1=NC=CC(=C1)C1=NC(=CC(=C1)C=1C=C(C=CC1C)NC(C1=CC(=NC=C1)C(F)(F)F)=O)OCCO[Si](C1=CC=CC=C1)(C1=CC=CC=C1)C(C)(C)C